(3-chloro-4-ethenylphenyl)carbamate ClC=1C=C(C=CC1C=C)NC([O-])=O